ClC1=C(C(=NC=N1)C(=O)OCC)NC1CC(C1)(C)C(=O)N1OCC[C@H]1C1=CC(=CC(=C1)F)F Ethyl 6-chloro-5-[[cis-3-[(3S)-3-(3,5-difluorophenyl)isoxazolidine-2-carbonyl]-3-methyl-cyclobutyl]amino]pyrimidine-4-carboxylate